1-(cyclopropyl-methyl)-8-(3-fluorophenyl)-8-methylamino-3-[2-methyl-5-(trifluoromethyl)-2H-pyrazol-3-yl]-1,3-diazaspiro[4.5]decan-2-one C1(CC1)CN1C(N(CC12CCC(CC2)(NC)C2=CC(=CC=C2)F)C=2N(N=C(C2)C(F)(F)F)C)=O